dihydroxymethyl-ethane triacrylate C(C=C)(=O)O.C(C=C)(=O)O.C(C=C)(=O)O.OC(O)CC